CCCCCCCC=CC 8-decen